4-Fluoro-1-methylisoquinolin-5-amine FC1=CN=C(C=2C=CC=C(C12)N)C